4-(3-((5-((4-(4-(methoxycarbonyl)-6-methylpyridin-2-yl)-1-(methyl-d3)-1H-pyrazol-5-yl)oxy)-2-methylpentyl)amino)-4-nitrobenzyl)piperazine-1-carboxylic acid tert-butyl ester C(C)(C)(C)OC(=O)N1CCN(CC1)CC1=CC(=C(C=C1)[N+](=O)[O-])NCC(CCCOC1=C(C=NN1C([2H])([2H])[2H])C1=NC(=CC(=C1)C(=O)OC)C)C